FC1=C(C=C(C=C1C)C1=C(C=C(C=C1C)F)C)[C@H](CC(=O)O)NC(C(CC(C)C)N1C(C=C(C(=C1)CCN1CC(C1)F)C)=O)=O (3S)-3-(4,4'-difluoro-2',5,6'-trimethyl-[1,1'-biphenyl]-3-yl)-3-(2-(5-(2-(3-fluoroazetidin-1-yl)ethyl)-4-methyl-2-oxopyridin-1(2H)-yl)-4-methylpentanamido)propanoic acid